C(#N)C1=C(C(=NC(=C1)C1=C(C=CC=C1)CC)C(CCC(=O)O)=O)O 4-[4-Cyano-6-(2-ethyl-phenyl)-3-hydroxy-pyridin-2-yl]-4-oxo-butyric acid